C(C=C)C1C(=O)OCCCC1 allyl-ε-caprolactone